NC1=CC(=C(C(=C1)Cl)N1N=C(C=C1)C=1C=CC(=C(C#N)C1)C)Cl 5-[1-(4-amino-2,6-dichlorophenyl)-1H-pyrazol-3-yl]-2-methyl-benzonitrile